C1(=CC=CC=C1)P(C1=C(C2=C(OCCO2)C=C1)C1=C(C=CC=2OCCOC21)P(C2=CC=CC=C2)C2=CC=CC=C2)C2=CC=CC=C2 (S)-6,6'-bis(diphenylphosphino)-2,2',3,3'-tetrahydro-5,5'-bi-1,4-benzodioxin